2,2'-(1-(6-(pyrrolidin-1-yl)pyridin-3-yl)butane-2,3-diyl)bis(N-ethylhydrazine-1-thiocarboxamide) N1(CCCC1)C1=CC=C(C=N1)CC(C(C)NNC(NCC)=S)NNC(NCC)=S